(S)-tetrahydrofuran-3-yl (((S)-2-(2-methoxy-7-methylquinoxalin-5-yl)-7,8-dihydrobenzofuro[5,4-d]thiazol-7-yl)methyl)carbamate COC1=NC2=CC(=CC(=C2N=C1)C=1SC2=C(N1)C=CC1=C2C[C@H](O1)CNC(O[C@@H]1COCC1)=O)C